1-(4-(3-(6-(((3S,4S)-4-fluoropyrrolidin-3-yl)-amino)pyridin-2-yl)-7-methoxyimidazo[1,2-a]-pyridin-6-yl)-1H-pyrazol-1-yl)-2-methylpropan-2-ol F[C@@H]1[C@H](CNC1)NC1=CC=CC(=N1)C1=CN=C2N1C=C(C(=C2)OC)C=2C=NN(C2)CC(C)(O)C